C1(CC1)[C@H]1N(C2=CC=C(C=C2[C@H]([C@@H]1C)NC1=NC=C(N=C1)C)C=1C=NN(C1)CCOC)C(C)=O 1-((2R,3S,4S)-2-cyclopropyl-6-(1-(2-methoxyethyl)-1H-pyrazol-4-yl)-3-methyl-4-((5-methylpyrazin-2-yl)amino)-3,4-dihydroquinolin-1(2H)-yl)ethanone